COC=1C=C(C=CC1OC)C1=NOC=N1 3-(3,4-dimethoxyphenyl)-1,2,4-oxadiazole